C(CCCCC)N(C(CC1=C(NC2=CC=CC=C12)C1=CC=C(C=C1)F)=O)CCCCCC N,N-dihexyl-2-(4-fluorophenyl)indole-3-acetamide